2-allyloxy-6-methoxynaphthalene-1,4-dione C(C=C)OC=1C(C2=CC=C(C=C2C(C1)=O)OC)=O